C(C1=CC=CC=C1)N1C(C2(CC1)CCN(CC2)CC2=CC=CC=C2)=O 2,8-dibenzyl-2,8-diazaspiro[4.5]decan-1-one